7-Chloro-6-fluoro-N-methoxy-N-methyl-2-(oxan-2-yl)indazole-4-carboxamide ClC1=C(C=C(C2=CN(N=C12)C1OCCCC1)C(=O)N(C)OC)F